O1CCC(CC1)N1CCC(CC1)N1N=CC(=C1)B1OC(C(O1)(C)C)(C)C 1-(tetrahydro-2H-pyran-4-yl)-4-(4-(4,4,5,5-tetramethyl-1,3,2-dioxaborolan-2-yl)-1H-pyrazol-1-yl)piperidine